BrC1=CC=C(C=C1)C(C)[N+]1=NOC(=C1)[N-]C(NC=1C=NC=C(C1)C(F)(F)F)=O (3-(1-(4-bromophenyl)ethyl)-1,2,3-oxadiazol-3-ium-5-yl)((5-(trifluoromethyl)pyridin-3-yl)carbamoyl)amide